OC1=CC=C(C=C1)C1(C2CCC(C1)C2)C2=CC=C(C=C2)O 2,2-bis(4-hydroxyphenyl)norbornane